(3R)-3-(3-methyl-2-oxotetrahydro-1H-imidazol-1-yl)hexahydropyridine CN1C(N(CC1)[C@H]1CNCCC1)=O